C(C1=CC=CC=C1)C1(C(CCCC1)=O)C(=O)OC Methyl 1-benzyl-2-oxocyclohexane-1-carboxylate